5-(5-methyl-2-(3-(morpholine-4-carbonyl)phenylamino)pyrimidin-4-ylamino)benzo[d]oxazol-2(3H)-one CC=1C(=NC(=NC1)NC1=CC(=CC=C1)C(=O)N1CCOCC1)NC=1C=CC2=C(NC(O2)=O)C1